(R)-3-aminopropane-1,2-diol hydrochloride Cl.NC[C@H](CO)O